OC1=C(C=C(C=C1)OC)N1N=C2C(=N1)C=CC=C2 2-(2'-hydroxy-5'-methoxyphenyl)benzotriazole